O=C1NC(CCC1N1C(N(C2=C1C=CC(=C2)C2=CC=C(C=C2)C2CC(C2)CN2CCN(CC2)C(=O)OC(C)(C)C)C)=O)=O tert-butyl 4-[(3-{4-[1-(2,6-dioxopiperidin-3-yl)-3-methyl-2-oxo-1,3-benzodiazol-5-yl]phenyl}cyclobutyl)methyl]piperazine-1-carboxylate